C(C1=CC=CC=C1)C1=CC(C(=C(N1CC)C1=CC(=C(C=C1)Cl)Cl)C(=O)O)=O 6-benzyl-2-(3,4-dichlorophenyl)-1-ethyl-4-oxo-pyridine-3-carboxylic acid